ethyl 3-(3-thienyl)propanoate S1C=C(C=C1)CCC(=O)OCC